C(C)S(=O)(=O)C1=CC=C(C=C1)[C@@H](CO)C1=C(C(=O)N)C=CC(=C1)C1N(CCCC1)CC1=CC=C(C=C1)C(F)(F)F ((R)-1-(4-(ethylsulfonyl)phenyl)-2-hydroxyethyl)-4-(1-(4-(trifluoromethyl)benzyl)piperidin-2-yl)benzamide